6-[5-[3-[(1-Methyl-6,7-dihydro-5H-cyclopenta[c]pyridin-6-yl)amino]propyl]-2-oxo-1,3-oxazol-3-yl]-4H-pyrazino[2,3-b][1,4]oxazin-3-one CC1=NC=CC2=C1CC(C2)NCCCC2=CN(C(O2)=O)C2=NC1=C(OCC(N1)=O)N=C2